(S)-2-((tert-Butoxycarbonyl)amino)-4-(4-chlorophenyl)butanoic acid C(C)(C)(C)OC(=O)N[C@H](C(=O)O)CCC1=CC=C(C=C1)Cl